P([O-])([O-])(=O)N.C(CCCCCCC\C=C/CCCCCCCC)C1=C([NH+]=C(N1)C)CCCCCCCC\C=C/CCCCCCCC.C(CCCCCCC\C=C/CCCCCCCC)C1=C([NH+]=C(N1)C)CCCCCCCC\C=C/CCCCCCCC dioleyl-methylimidazolium phosphoramidate